2,3,6-trimethyl-benzothiazoleN CN1SC2=C(C1C)C=CC(=C2)C